[Li+].[Li+].C(CCC)C1C(C(CCC1)C(=O)[O-])C(=O)[O-] 3-n-butylcyclohexane-1,2-dicarboxylic acid, dilithium salt